C(C)C(C(=O)OC1CCN(CC1)C1=CC=C2C(=N1)SC(=N2)N)(CC(C)C)N2C(C(=CC=C2)CCN(C)C)=O 1-(2-aminothiazolo[5,4-b]pyridin-5-yl)piperidin-4-ol ethyl-2-(3-(2-(dimethylamino)ethyl)-2-oxopyridin-1(2H)-yl)-4-methylpentanoate